N1(CCCCC1)C=1N=C(C(=NC1)C(=O)N)NC1=CC=C(C=C1)C1CCNCC1 5-(piperidin-1-yl)-3-((4-(piperidin-4-yl)phenyl)amino)pyrazine-2-carboxamide